N-(5-cyano-6-(2H-1,2,3-triazol-2-yl)pyridin-3-yl)-3-(1-methyl-2-oxo-1,2-dihydropyridin-4-yl)-4-(trifluoromethyl)isothiazole-5-carboxamide C(#N)C=1C=C(C=NC1N1N=CC=N1)NC(=O)C1=C(C(=NS1)C1=CC(N(C=C1)C)=O)C(F)(F)F